C(CCCCC)C(C(=O)N(CCCCCCCC=O)C)CCCCCCCC 2-hexyl-N-methyl-N-(8-oxooctyl)decanoamide